2,6-dimethyl-4-isopropylphenylacetonitrile CC1=C(C(=CC(=C1)C(C)C)C)CC#N